(S) and (R)-2-((4-chlorophenethyl)amino)-N-(4-(5-methyl-1H-imidazol-2-yl)Phenyl)-2-phenylacetamide ClC1=CC=C(CCN[C@H](C(=O)NC2=CC=C(C=C2)C=2NC(=CN2)C)C2=CC=CC=C2)C=C1 |r|